C1(CC1)C1=CC(=CC2=C1N=C(S2)N2[C@@H]1C[C@H]([C@H](C2=O)C1)OCC=1C(=NOC1C1CC1)C1=C(C=CC=C1Cl)Cl)C(=O)O 4-cyclopropyl-2-((1s,4r,5r)-5-((5-cyclopropyl-3-(2,6-dichlorophenyl)isoxazol-4-yl)methoxy)-3-oxo-2-azabicyclo[2.2.1]heptan-2-yl)benzo[d]thiazole-6-carboxylic acid